(E)-5'-chloro-2'-(3-hydroxyprop-1-en-1-yl)-[1,1'-biphenyl]-3-carboxylic acid tert-butyl ester C(C)(C)(C)OC(=O)C=1C=C(C=CC1)C1=C(C=CC(=C1)Cl)\C=C\CO